C(C)OC(=O)C=1C(C=C2N(C(CN3N=C4C(=CC=CC4=C32)OC3COC3)C(C)(C)C)C1)=O 6-(tert-butyl)-10-(oxetan-3-yloxy)-2-oxo-6,7-dihydro-2H-pyrido[2',1':3,4]pyrazino[1,2-b]indazole-3-carboxylic acid ethyl ester